1-cyclopropyl-6,8-difluoro-7-((4aS,7aS)-hexahydro-1H-pyrrolo[3,4-b]pyridin-6(2H)-yl)-4-oxo-1,4-dihydroquinoline-3-carboxylic acid C1(CC1)N1C=C(C(C2=CC(=C(C(=C12)F)N1C[C@H]2NCCC[C@H]2C1)F)=O)C(=O)O